CC1CCC(C(C1)OCCCO)C(C)C [1'R,2'S,5'R]-3-(5'-methyl-2-(methylethyl)cyclohexyloxy)propan-1-ol